5-(4-chloro-2-fluoro-5-methoxycarbonyl-phenyl)-2-(3,4-dichlorophenyl)-1-ethyl-6-methyl-4-oxo-pyridine-3-carboxylic acid tert-butyl ester C(C)(C)(C)OC(=O)C1=C(N(C(=C(C1=O)C1=C(C=C(C(=C1)C(=O)OC)Cl)F)C)CC)C1=CC(=C(C=C1)Cl)Cl